ClC1=C(C=CC(=N1)C(=O)NC)N1CCNCC1 6-chloro-N-methyl-5-(piperazin-1-yl)pyridinecarboxamide